C(C1=CC=CC=C1)OC(NCCNC(CC1N(C(CC1)=O)CC1=CC(=CC=C1)C(F)(F)F)=O)=O Benzyl-N-[2-[[2-[5-oxo-1-[[3-(trifluoromethyl)phenyl]methyl]pyrrolidin-2-yl]acetyl]amino]-ethyl]carbamat